C1(CC1)[C@H](C)N1C(C=2C(=NC(=CC2C1)C1=C(N=C(S1)NC(C)=O)C)N1C(CCC1)=O)=O (S)-N-(5-(2-(1-cyclopropylethyl)-3-oxo-4-(2-oxopyrrolidin-1-yl)-2,3-dihydro-1H-pyrrolo[3,4-c]pyridin-6-yl)-4-methylthiazol-2-yl)acetamide